ClC1=CC(=C(C=C1C=1C=NC2=CC(=NC=C2C1)NC)NC(C1=NC=CC(=C1)C(C)(C)C#N)=O)F N-(4-Chloro-2-fluoro-5-(7-(methylamino)-1,6-naphthyridin-3-yl)phenyl)-4-(2-cyanopropan-2-yl)picolinamide